CN1N=C(C(=C1)SC)C(=O)N1CCC(CC1)C1=NNC(=N1)CNC(=O)C1=NC=CN=C1N N-{[3-(1-{[1-methyl-4-(methylthio)-3-pyrazolyl]carbonyl}-4-piperidyl)-1H-1,2,4-triazol-5-yl]methyl}-3-amino-2-pyrazinecarboxamide